ethyl 3-methyl-4,5-dihydro-1H-benzo[g]indole-2-carboxylate CC1=C(NC=2C3=C(CCC12)C=CC=C3)C(=O)OCC